FC=1C(=C(C=CC1)B(O)O)O 3-fluoro-2-hydroxyphenylboronic acid